2-nitro-4-carboxyphenylhydrazine [N+](=O)([O-])C1=C(C=CC(=C1)C(=O)O)NN